2-amino-2-(4-fluorophenyl)ethanol NC(CO)C1=CC=C(C=C1)F